3-((tert-butoxycarbonyl)amino)piperidin C(C)(C)(C)OC(=O)NC1CNCCC1